FC1=C(OCCC(=O)[O-])C=CC=C1.[Na+] sodium 3-(2-fluoro-phenoxy)-propionate